6-chloro-N-(2,4-difluoro-3-(2-((1-(2-methoxyethyl)piperidin-4-yl)amino)-7-methylquinazolin-6-yl)phenyl)-1-hydroxy-2,3-dihydro-1H-indene-4-sulfonamide ClC=1C=C(C=2CCC(C2C1)O)S(=O)(=O)NC1=C(C(=C(C=C1)F)C=1C=C2C=NC(=NC2=CC1C)NC1CCN(CC1)CCOC)F